1-hydroxy-6-({4,7,10-tris[(1-hydroxy-6-oxopyridin-2-yl)methyl]-6-[(4-isothiocyanatophenyl)methyl]-1,4,7,10-tetraazacyclododec-1-yl}methyl)pyridin-2-one ON1C(C=CC=C1CN1CCN(CC(N(CCN(CC1)CC=1N(C(C=CC1)=O)O)CC=1N(C(C=CC1)=O)O)CC1=CC=C(C=C1)N=C=S)CC=1N(C(C=CC1)=O)O)=O